C(C)(C)(C)OC(=O)N1C[C@H](CC1)OC=1C=CC=2N=CN=C(C2N1)NC(C)C1=C(C(=CC=C1)Cl)F.O=C1N(C(C[C@H]1CCC)=O)[C@H](C(=O)N)CC (S)-2-((R)-2,5-dioxo-3-propyl-pyrrolidine-1-yl)butyramide (3S)-tert-Butyl-3-((4-((1-(3-chloro-2-fluorophenyl)ethyl)amino)pyrido[3,2-d]pyrimidin-6-yl)oxy)pyrrolidine-1-carboxylate